C(CCCCCCCCCCCCCCC)S(=O)(=O)[O-] Palmitylsulfonat